The molecule is a member of the class of naphthoates that is 1-naphthoate substituted at positions 2 and 7 by hydroxy groups and at position 5 by a methyl group; major species at pH 7.3. It has a role as a bacterial metabolite. It is a conjugate base of a 2,7-dihydroxy-5-methyl-1-naphthoic acid. CC1=CC(=CC2=C1C=CC(=C2C(=O)O)[O-])O